C(C)OC(=O)C12C3CCC(C2CCC1)C3 tricyclo[5.2.1.02,6]decane-2-carboxylic acid ethyl ester